Dysprosium-Aluminium [Al].[Dy]